2-(4,4-difluorocyclohex-1-en-1-yl)-4-methyl-6-((triisopropylsilyl)ethynyl)pyrimidine FC1(CC=C(CC1)C1=NC(=CC(=N1)C)C#C[Si](C(C)C)(C(C)C)C(C)C)F